ClC=1C=C(C(=O)NCC=2N=C3N(C=C(C=C3)C3=NOC(=N3)C(F)(F)F)C2)C=CC1 3-chloro-N-((6-(5-(trifluoromethyl)-1,2,4-oxadiazol-3-yl)imidazo[1,2-a]pyridin-2-yl)methyl)benzamide